C=C1CCC2=CC=C(C=C12)C(F)(F)F 1-methylene-6-(trifluoromethyl)-2,3-dihydro-1H-indene